tert-Butyl 3-(2-(4-(5-(3-oxo-2-(2-oxo-1-phenyl-2-(thiazol-2-ylamino)ethyl)isoindolin-5-yl)pyridin-2-yl)piperazin-1-yl)ethoxy)propanoate O=C1N(CC2=CC=C(C=C12)C=1C=CC(=NC1)N1CCN(CC1)CCOCCC(=O)OC(C)(C)C)C(C(NC=1SC=CN1)=O)C1=CC=CC=C1